Cl.CC1=C(N)C=CC(=C1)C 2,4-dimethylaniline hydrochloride